2-methyl-2-(methylsulfonyl)butanamide CC(C(=O)N)(CC)S(=O)(=O)C